N-(3-(2-((4-((2,2-difluoroethyl)amino)phenyl)amino)quinazolin-8-yl)phenyl)acrylamide FC(CNC1=CC=C(C=C1)NC1=NC2=C(C=CC=C2C=N1)C=1C=C(C=CC1)NC(C=C)=O)F